[6-[3-(2,2-dimethylpropyl)triazol-4-yl]-5-fluoro-3-pyridyl]-[4-(5-methyloxazolo[4,5-b]pyridin-2-yl)piperazin-1-yl]methanone CC(CN1N=NC=C1C1=C(C=C(C=N1)C(=O)N1CCN(CC1)C=1OC=2C(=NC(=CC2)C)N1)F)(C)C